3-(2,2-difluoroethyl)-7-(hydroxymethyl)quinazoline-2,4(1H,3H)-dione FC(CN1C(NC2=CC(=CC=C2C1=O)CO)=O)F